BrC1=CC=C2C(=NN(C2=C1)C)NC(=O)N 1-(6-bromo-1-methyl-1H-indazol-3-yl)urea